CC(=CCC1=C(C(=CC=C1)[C@@H]2CC(=O)C3=C(O2)C4=C(C=C3O)OC(C=C4)(C)C)O)C The molecule is an extended flavonoid that is (2S)-flavanone substituted b y hydroxy groups at positions 5 and 2', prenyl group at position 3 and a gem-dimethylpyran ring fused across positions 7 and 8. Isolated from Dalea boliviana, it exhibits inhibitory activity against tyrosinase. It has a role as an EC 1.14.18.1 (tyrosinase) inhibitor and a plant metabolite. It is an extended flavonoid, a dihydroxyflavanone and an organic heterotricyclic compound.